[Cl-].C(CCCCCCC\C=C/CCCCCCCC)OC(C[N+](C)(C)C)COCCCCCCCC\C=C/CCCCCCCC (2,3-dioleyloxypropyl)trimethyl-ammonium chloride